(R)-5-((4-((morpholin-2-ylmethyl)amino)-5-(trifluoromethyl)pyridin-2-yl)amino)pyrazine-2-carbonitrile N1C[C@@H](OCC1)CNC1=CC(=NC=C1C(F)(F)F)NC=1N=CC(=NC1)C#N